ClC=1C(=CC2=CN(N=C2C1)CC1(CC1)COC)[N+](=O)[O-] 6-chloro-2-((1-(methoxymethyl)cyclopropyl)methyl)-5-nitro-2H-indazole